6-methylbenzofuran-4-ol CC=1C=C2C(C=CO2)=C(C1)O